bis(4-hydroxy-3-aminophenyl)fluorene OC1=C(C=C(C=C1)C1=C(C=2CC3=CC=CC=C3C2C=C1)C1=CC(=C(C=C1)O)N)N